COC(=O)C1=NNC=2C1=C1C=3CCCCC3C(=NC1=CC2)C2=CC1=C(N=C(S1)N)C=C2 7-(2-Aminobenzo[d]thiazol-6-yl)-8,9,10,11-tetrahydro-3H-pyrazolo[4,3-a]phenanthridine-1-carboxylic acid methyl ester